Cl.C(C)(C)(C)C1=CC(=NO1)NC(NC1=CC=C2/C(/C(NC2=C1)=O)=C/C1=C(C(=C(N1)C)NC(=O)C1CNCCC1)C)=O (Z)-N-(5-((6-(3-(5-(tert-butyl)isoxazol-3-yl)ureido)-2-oxindole-3-ylidene)methyl)-2,4-dimethyl-1H-pyrrol-3-yl)piperidine-3-carboxamide hydrochloride salt